C(C)N1C(C(N(CC1)C(=O)NC(C(=O)N[C@@H]1B(OC2=C(C1)C=CC=C2C(=O)O)O)C2=CC=C(C=C2)S(=O)(=O)O)=O)=O (3R)-3-(2-(4-ethyl-2,3-dioxopiperazine-1-carboxamido)-2-(4-sulfophenyl)acetamido)-2-hydroxy-3,4-dihydro-2H-benzo[e][1,2]oxaborinine-8-carboxylic acid